FC(C1=NN(C2=CC(=CC=C12)C(=O)OC)C)F Methyl 3-(difluoromethyl)-1-methyl-1H-indazole-6-carboxylate